N-(6-methoxy-2,5-dimethylpyridin-3-yl)-2-((2-methyl-4-(trifluoromethoxy)phenyl)amino)-5-(trifluoromethyl)nicotinamide COC1=C(C=C(C(=N1)C)NC(C1=C(N=CC(=C1)C(F)(F)F)NC1=C(C=C(C=C1)OC(F)(F)F)C)=O)C